C(C)(C)(C)OC(=O)N1CCN(CC1)C1=CC=C(C=C1)NC1=NC=NC(=C1)N(C(=O)N(C)C1=C(C(=CC(=C1Cl)OC)OC)Cl)C 4-(4-((6-(3-(2,6-Dichloro-3,5-dimethoxyphenyl)-1,3-dimethylureido)pyrimidin-4-yl)amino)phenyl)piperazine-1-carboxylic acid tert-butyl ester